ClC1=C(C=CC(=C1)F)C1(CC1)C1=NOC(=N1)C1=NN(C(=C1)C(F)F)[C@H](C(=O)O)C (S)-2-(3-(3-(1-(2-chloro-4-fluorophenyl)cyclopropyl)-1,2,4-oxadiazol-5-yl)-5-(difluoromethyl)-1H-pyrazol-1-yl)propanoic acid